N-(3-aminopropyl)butane-1,4-diamine NCCCNCCCCN